N(=[N+]=[N-])CC(C(=O)NC1=C(C=CC=C1)C#N)([Se]C1=CC=C(C=C1)C)C 3-azido-N-(2-cyanophenyl)-2-methyl-2-(p-tolyl-seleno)propionamide